ClC1=CC=C(C=C1)C(C1=CC=CC=C1)C1=CC=C(C=C1)Cl bis-(4-chlorophenyl)-phenyl-methane